FC=1C=C(C=CC1OC1=NC=CC=C1)C1=NOC(=N1)CC(C(=O)O)=C ((3-(3-fluoro-4-(pyridin-2-yloxy)phenyl)-1,2,4-oxadiazol-5-yl)methyl)acrylic acid